6-(1,3-dimethylpyrazol-4-yl)-N-[[6-[[3-(trifluoromethyl)-2-pyridyl]methyl]-6-azaspiro[2.5]octan-2-yl]methyl]pyridazin-3-amine CN1N=C(C(=C1)C1=CC=C(N=N1)NCC1CC12CCN(CC2)CC2=NC=CC=C2C(F)(F)F)C